4-Nitrophenyl (3,3,4,4,5,5,6,6,6-nonafluorohexyl) carbonate C(OC1=CC=C(C=C1)[N+](=O)[O-])(OCCC(C(C(C(F)(F)F)(F)F)(F)F)(F)F)=O